NC1=NC=CC(=C1Cl)SC=1N=C2C(=NC1)NC(=N2)N2CCC1(CC2)C(C=2C(=NN(C2)C)C1)N 1'-(5-((2-amino-3-chloropyridin-4-yl)thio)-1H-imidazo[4,5-b]pyrazin-2-yl)-2-methyl-2,6-dihydro-4H-spiro[cyclopenta[c]pyrazole-5,4'-piperidin]-4-amine